2-(2-chloro-5-cyanophenyl)-7-methyl-4-oxo-1,4-dihydroquinoline-6-carbonitrile ClC1=C(C=C(C=C1)C#N)C=1NC2=CC(=C(C=C2C(C1)=O)C#N)C